Cl.O=CCCCCC(=O)O 6-oxohexanoic acid HCl salt